ClC1=CNC2=NC=C(C=C21)C2=NN1C(C3(CCC1)CCN(CC3)CC=3N(C=CN3)C)=C2 2'-(3-chloro-1H-pyrrolo[2,3-b]pyridin-5-yl)-1-[(1-methyl-1H-imidazol-2-yl)methyl]-6',7'-dihydro-5'H-spiro[piperidine-4,4'-pyrazolo[1,5-a]pyridine]